Cl.N[C@@H](\C=C/C(=O)OC)COCC1=CC=CC=C1 Methyl (S,Z)-4-amino-5-(benzyloxy)pent-2-enoate hydrochloride